C1=CC=CC=2C3=CC=CC=C3C(C12)COC(=O)N1C(C(CC1)C1=CC(=CC=C1)F)C(=O)O (((9H-fluoren-9-yl)methoxy)carbonyl)-3-(3-fluorophenyl)pyrrolidine-2-carboxylic acid